phenylsalicylate (benzyl salicylate) C(C1=CC=CC=C1)OC=1C(C(=O)O)=CC=CC1.C1(=CC=CC=C1)OC=1C(C(=O)O)=CC=CC1